OC1=CC=C(C=C1)C=C (p-hydroxyphenyl)-ethene